glycyl-L-phenylalanyl-L-serine NCC(=O)N[C@@H](CC1=CC=CC=C1)C(=O)N[C@@H](CO)C(=O)O